COC1=C(C=C(C=C1)OC)B1OC(C)(C)C(C)(C)O1 2,5-dimethoxyphenyl-boronic acid pinacol ester